CC=1C=CC(=C(C1)N1C(SCC1=O)=NC(N)=O)COCCC(F)(F)F 3-(3-(5-methyl-2-((3,3,3-trifluoropropoxy)methyl)phenyl)-4-oxothiazolidin-2-ylidene)urea